CHLORO-N-CYCLOPENTYLBENZAMIDE ClC1=C(C(=O)NC2CCCC2)C=CC=C1